COC1=CC=C(CC2=CN(C=C2C)S(=O)(=O)C2=CC=C(C)C=C2)C=C1 3-(4-methoxybenzyl)-4-methyl-1-tosyl-1H-pyrrole